CCCCC\C=C/CCCC(CCC\C=C/CCCCC)O (6Z,15Z)-henicosa-6,15-dien-11-ol